N1=C(C=CC=C1)C(CCC1=NC=CC=C1)Br 1,3-dipyridyl-bromopropane